5-{2-[2-(3,3-difluorocyclobutyl)ethyl]-8-fluoro-6-hydroxy-1,2,3,4-tetrahydroisoquinolin-7-yl}-1λ6,2,5-thiadiazolidine-1,1,3-trione FC1(CC(C1)CCN1CC2=C(C(=C(C=C2CC1)O)N1CC(NS1(=O)=O)=O)F)F